COC=1C=C(C=CC1)C1=CC(=NO1)CNC(=O)C1=C(C2=C(CCC3=CN(N=C23)CC2=NC=CC=C2)O1)C N-{[5-(3-Methoxyphenyl)-1,2-oxazol-3-yl]methyl}-8-methyl-2-(pyridin-2-ylmethyl)-4,5-dihydro-2H-furo[2,3-g]indazol-7-carboxamid